ClC1=CC=C(C=C1)C1=CCN(CC1)CC1=CC=2NC([C@H]3N(C2N=C1)CCC3)=O (S)-3-((4-(4-chlorophenyl)-5,6-dihydropyridin-1(2H)-yl)methyl)-6a,7,8,9-tetrahydropyrido[3,2-e]pyrrolo[1,2-a]pyrazin-6(5H)-one